5-hydroxyethyl-1,3,5-dithiazine OCCN1CSCSC1